C(C1CO1)OCCC[SiH2]CC(OC)OC γ-glycidoxypropyl-dimethoxyethylsilane